4-(((2-aminophenyl)amino)piperidin-1-yl)-2-(quinolin-6-yl)ethenone NC1=C(C=CC=C1)NC1N(CCCC1)C1=CC=NC2=CC=C(C=C12)C=C=O